ClC=1C(=NC(=NC1)NC1CCOCC1)C1=CC=C2CN(C(C2=C1)=O)C(C(=O)N)C 2-(6-{5-chloro-2-[(oxacyclohex-4-yl)amino]pyrimidin-4-yl}-1-oxo-2,3-dihydro-1H-isoindol-2-yl)propionamide